ClC1=NN2C(C(=N1)NC1CCCC1)=CC=C2C(C)O 1-(2-chloro-4-(cyclopentylamino)pyrrolo[2,1-f][1,2,4]Triazin-7-yl)ethane-1-ol